R-(+)-2-(4-hydroxyphenoxy)propionamide OC1=CC=C(O[C@@H](C(=O)N)C)C=C1